ON=C(N)C1=NC=C(C=C1)NC=1OC=C(N1)C1=CC=C(C=C1)C(F)(F)F N'-hydroxy-5-((4-(4-(trifluoromethyl)phenyl)oxazol-2-yl)amino)pyridinecarboxamidine